O=CCC[C@H](O)[C@H](O)C D-amicetose